3-((4-bromo-1,1,2,2-tetrafluoro-3-hydroxy-3-methyl-2,3-dihydro-1H-inden-5-yl)oxy)-5-fluorobenzonitrile BrC1=C2C(C(C(C2=CC=C1OC=1C=C(C#N)C=C(C1)F)(F)F)(F)F)(C)O